6-[1-(1,4-dioxaspiro[4.5]decan-8-yl)pyrazol-4-yl]-4-(6-fluoro-3-pyridyl)pyrazolo[1,5-a]pyridine-3-carbonitrile O1CCOC12CCC(CC2)N2N=CC(=C2)C=2C=C(C=1N(C2)N=CC1C#N)C=1C=NC(=CC1)F